bromo(chloro)methane BrCCl